ClC=1C=C(C2=C(NC(=N2)C2=CC=C(C=C2)N(C)C)C1)C [4-(6-chloro-4-methyl-1H-benzimidazol-2-yl)-phenyl]-dimethyl-amine